tert-butyl 3-[(5-bromo-3-methoxypyrazin-2-yl)amino]pyrrolidine-1-carboxylate BrC=1N=C(C(=NC1)NC1CN(CC1)C(=O)OC(C)(C)C)OC